2-(6-azaspiro[2.5]octan-6-yl)-6-((2R)-1,2-dihydroxy-2-propanyl)-N-(6-((2R)-2-methyl-4-morpholinyl)-2-pyridinyl)-3-pyridinecarboxamide C1CC12CCN(CC2)C2=NC(=CC=C2C(=O)NC2=NC(=CC=C2)N2C[C@H](OCC2)C)[C@@](CO)(C)O